C1(CC1)C1=NC=NC(=C1C1=NN2C(=NC=CC2=N1)CC1=CC(=C(C=C1)C=1N(C=C(N1)C(F)(F)F)C)F)OC 2-(4-cyclopropyl-6-methoxypyrimidin-5-yl)-5-(3-fluoro-4-(1-methyl-4-(trifluoromethyl)-1H-imidazol-2-yl)benzyl)-[1,2,4]triazolo[1,5-c]pyrimidine